ClC1=NC(=CC2=C1N(C=N2)C(C)C)C2=CC=C1C(=C2)N(C(C12CCOCC2)=O)C2CC(C2)N2CC(CC2)(C)C 6-(4-chloro-3-isopropyl-3H-imidazo[4,5-c]pyridin-6-yl)-1-((1s,3s)-3-(3,3-dimethylpyrrolidin-1-yl)cyclobutyl)-2',3',5',6'-tetrahydrospiro[indolin-3,4'-pyran]-2-one